2-[(2R,4S)-4-[(2-{5-[2-(2,6-Difluorophenyl)propan-2-yl]-1,2-oxazol-3-yl}-6-[(1S)-1-[(2S,4R)-4-fluoro-1-methylpyrrolidin-2-yl]ethoxy]pyrimidin-4-yl)oxy]piperidin-2-yl]acetonitrile FC1=C(C(=CC=C1)F)C(C)(C)C1=CC(=NO1)C1=NC(=CC(=N1)O[C@@H]1C[C@H](NCC1)CC#N)O[C@@H](C)[C@H]1N(C[C@@H](C1)F)C